tert-butyl 6-[(8-chloro-2-methyl-1-oxo-phthalazin-5-yl)-dideuterio-methyl]-2-azaspiro[3.3]heptane-2-carboxylate ClC=1C=CC(=C2C=NN(C(C12)=O)C)C(C1CC2(CN(C2)C(=O)OC(C)(C)C)C1)([2H])[2H]